N-((1S)-1-(4-((1,3-dimethyl-2,3-dihydro-1H-inden-2-yl)amino)phenyl)-2,2,2-trifluoroethyl)-N-methyltetrahydro-2H-thiopyran-4-carboxamide 1,1-dioxide CC1C(C(C2=CC=CC=C12)C)NC1=CC=C(C=C1)[C@@H](C(F)(F)F)N(C(=O)C1CCS(CC1)(=O)=O)C